C(C)(C)N1C=C(C=CC1=O)C(=O)O 1-isopropyl-6-oxo-1,6-dihydropyridine-3-carboxylic acid